O1C(C=CC2=C1C=CC=C2)=O 1-benzopyran-2-one